ClC=1C(=C(C(N(N1)C)=O)C=1C2=CC=CC=C2C(=C2C=CC=CC12)Cl)O 6-chloro-4-(10-chloro-9-anthracenyl)-5-hydroxy-2-methyl-3(2H)-pyridazinone